tert-butyl N-((1-(3-hydroxyphenylsulphonyl)-5-phenyl-1H-pyrrol-3-yl) methyl)-N-methylcarbamate OC=1C=C(C=CC1)S(=O)(=O)N1C=C(C=C1C1=CC=CC=C1)CN(C(OC(C)(C)C)=O)C